tert-butyl 4-(difluoromethyl)-2-oxopiperidine-1-carboxylate FC(C1CC(N(CC1)C(=O)OC(C)(C)C)=O)F